C1(CC1)C(C(F)(F)F)NC(=O)C=1C=NN2C1N=C(C=C2C)N2C(O[C@H](C2)C2=CC=CC=C2)=O N-(1-cyclopropyl-2,2,2-trifluoroethyl)-7-methyl-5-((S)-2-oxo-5-phenyloxazolidin-3-yl)pyrazolo[1,5-a]Pyrimidine-3-carboxamide